2-(2-(4-methyltetrahydro-2H-pyran-4-yl)phenyl)-2-(3-(5-(5,6,7,8-tetrahydro-1,8-naphthyridin-2-yl)pentyloxy)azetidin-1-yl)acetic acid CC1(CCOCC1)C1=C(C=CC=C1)C(C(=O)O)N1CC(C1)OCCCCCC1=NC=2NCCCC2C=C1